(Z)-(3-(4-chlorophenyl)thiazol-2(3H)-ylidene)carbamic acid ethyl ester C(C)OC(\N=C\1/SC=CN1C1=CC=C(C=C1)Cl)=O